1-bromo-2-(cyclopropylmethoxy)-4-iodobenzene BrC1=C(C=C(C=C1)I)OCC1CC1